potassium monobenzyl malonate C(CC(=O)[O-])(=O)OCC1=CC=CC=C1.[K+]